1-((4-(5-bromopyrazin-2-yl)-1-methyl-1H-1,2,3-triazol-5-yl)methyl)-5-propylpyridin-2(1H)-one BrC=1N=CC(=NC1)C=1N=NN(C1CN1C(C=CC(=C1)CCC)=O)C